(2r,5s)-5-[2-(4-chloro-3-fluorophenoxy)acetamido]-2-{[3-(difluoromethyl)phenyl]carbamoyl}piperidine-1-carboxylic acid tert-butyl ester C(C)(C)(C)OC(=O)N1[C@H](CC[C@@H](C1)NC(COC1=CC(=C(C=C1)Cl)F)=O)C(NC1=CC(=CC=C1)C(F)F)=O